The molecule is a hydroxycalciol, an oxocalciol, a secondary alpha-hydroxy ketone and a tertiary alpha-hydroxy ketone. It has a role as a human metabolite. C[C@H](CC(C(=O)C(C)(C)O)O)[C@H]1CC[C@@H]\\2[C@@]1(CCC/C2=C\\C=C/3\\C[C@H](C[C@@H](C3=C)O)O)C